BrC=1C=C2C(=NC1C1=C(C=CC=C1)F)N=C(S2)S 6-bromo-5-(2-fluorophenyl)thiazolo[4,5-b]pyridine-2-thiol